2-chloro-3,5,6-trifluorobenzyl (1R)-trans-3-[(E)-(2-methoxycarbonyl-1-propenyl)]-2,2-dimethylcyclopropanecarboxylate COC(=O)/C(=C/[C@H]1C([C@@H]1C(=O)OCC1=C(C(=CC(=C1F)F)F)Cl)(C)C)/C